C(CCCCCCCCCCCCC)(=O)OCC(CO)O 2,3-dihydroxypropyl tetradecanoate